2-(bromomethyl)-1,4-bis(trifluoromethyl)benzene BrCC1=C(C=CC(=C1)C(F)(F)F)C(F)(F)F